1-(4-(2-chloro-4-methoxyphenoxy)-3-(1-methyl-7-oxo-6,7-dihydro-1H-pyrrolo[2,3-c]pyridin-3-yl)phenyl)piperidine-2,6-dione ClC1=C(OC2=C(C=C(C=C2)N2C(CCCC2=O)=O)C2=CN(C=3C(NC=CC32)=O)C)C=CC(=C1)OC